ClC1=CC=C(C(=N1)C)C=1N=C(N(C1)C)OC(F)F 6-chloro-3-(2-(difluoromethoxy)-1-methyl-1H-imidazol-4-yl)-2-methylpyridine